iron sulfate [sulfate] S(=O)(=O)([O-])[O-].S(=O)(=O)([O-])[O-].[Fe+4]